(R)-4-((tert-butyldiphenylsilyl)oxy)dihydrofuran-3(2H)-one [Si](C1=CC=CC=C1)(C1=CC=CC=C1)(C(C)(C)C)O[C@H]1C(COC1)=O